CN(C(SC1=C(C=C(C=C1)C=O)OC)=O)C S-(4-formyl-2-methoxy-phenyl) N,N-dimethylcarbamothioate